ethyl 4-(2-((6-methoxypyridin-3-yl)methyl)-1-oxo-1,2-dihydrophthalazin-6-ylsulfonyl)thiophene-2-carboxylate COC1=CC=C(C=N1)CN1C(C2=CC=C(C=C2C=N1)S(=O)(=O)C=1C=C(SC1)C(=O)OCC)=O